[1,4]oxazino[4,3-b]indazol C=1OC=CN2NC=3C=CC=CC3C21